4-(ethyldithio)pentanoic acid C(C)SSC(CCC(=O)O)C